C(C)OC(=O)C1=C(N=C(S1)C1=CC2=C(S1)C(=CC(=C2)C2CCOCC2)C#N)C 2-(7-cyano-5-(tetrahydro-2H-pyran-4-yl)benzo[b]thiophen-2-yl)-4-methylthiazole-5-carboxylic acid ethyl ester